Nα-methyl-histidine CN[C@@H](CC1=CNC=N1)C(=O)O